4-(4-((trimethylsilyl)ethynyl)pyridin-2-yl)morpholine C[Si](C)(C)C#CC1=CC(=NC=C1)N1CCOCC1